BrC1=CC=C(OC2CN(C2)C(C)=O)C=C1 (3-(4-bromophenoxy)azetidin-1-yl)ethan-1-one